acryloxypropylmethyltriethoxysilan C(C=C)(=O)OCCCC(C)O[Si](OCC)(OCC)C